ethylammonium lead iodide [Pb](I)I.C(C)[NH3+]